2-(4-(2,4-dichlorophenyl)piperazin-1-yl)-N-(2-ethoxyphenyl)acetamide ClC1=C(C=CC(=C1)Cl)N1CCN(CC1)CC(=O)NC1=C(C=CC=C1)OCC